(1s,3r)-1-(4-bromo-2,6-difluorophenyl)-2-(3-((tert-butyldiphenylsilyl)oxy)-2,2-difluoropropyl)-3-methyl-2,3,4,9-tetrahydro-1H-pyrido[3,4-b]indole BrC1=CC(=C(C(=C1)F)[C@@H]1N([C@@H](CC2=C1NC1=CC=CC=C21)C)CC(CO[Si](C2=CC=CC=C2)(C2=CC=CC=C2)C(C)(C)C)(F)F)F